N,N-dimethyl-1-(oxetan-3-yl)-1H-pyrazole-3-carboxamide CN(C(=O)C1=NN(C=C1)C1COC1)C